[Cl-].C[N+](C(C1=CC=CC=C1)C=C)(C)C TRIMETHYL-(VINYLBENZYL)ammonium Chloride